BrC1=C(C=C(C=C1)CC(=O)O)COC(C)(C)C 2-[4-Bromo-3-(tert-butoxymethyl)phenyl]acetic acid